C\C(=C/C=O)\CC\C=C(\CCC=C(C)C)/C (E,E)-3,7,11-Trimethyl-2,6,10-dodecatrienal